Methyl 3-(3-(1-(2-(3-((4-formyl-1H-indol-5-yl)oxy)phenyl)-1H-imidazol-5-yl)-1-hydroxyethyl)phenyl)propanoate C(=O)C1=C2C=CNC2=CC=C1OC=1C=C(C=CC1)C=1NC(=CN1)C(C)(O)C=1C=C(C=CC1)CCC(=O)OC